O1C=CC2=C1C=CC=C2N2C(SCC2=O)=N 3-(benzofuran-4-yl)-2-iminothiazolidin-4-one